CN1N=CC2=CC=C(C=C12)C1(CCC1)S(=O)(=O)N (1-methyl-1H-indazol-6-yl)cyclobutanesulfonamide